allyloxyhydroxypropanesulfonate sodium salt [Na+].C(C=C)OC(CC)(S(=O)(=O)[O-])O